OCCC[C@@H]1CN(CCC1)C(=O)OC(C)(C)C tert-Butyl (3R)-3-(3-hydroxypropyl)piperidine-1-carboxylate